1-(3-(4-(4-hydroxy-7-(phenylamino)thieno[3,2-c]pyridin-6-yl)-1H-pyrazol-1-yl)azetidin-1-yl)prop-2-en-1-one OC1=NC(=C(C2=C1C=CS2)NC2=CC=CC=C2)C=2C=NN(C2)C2CN(C2)C(C=C)=O